methyl-8-(2-{11-[(dimethylamino)methyl]icosyl}cyclopropyl)octanoate COC(CCCCCCCC1C(C1)CCCCCCCCCCC(CCCCCCCCC)CN(C)C)=O